C(N)(OC1C(N(CCC1F)C=1C2=C(N=CN1)C(=CC(=N2)Cl)C(N)=O)C(C)(C)C)=O (Tert-butyl 1-(8-carbamoyl-6-chloropyrido[3,2-d]pyrimidin-4-yl)-4-fluoropiperidin-3-yl) carbamate